CN1CC2(CC(CO2)C2=NC3=CC=C(C=C3C=C2)CN2C[C@H](CC2)OC=2C=C3CN(C(C3=CC2)=O)[C@@H]2C(NC(CC2)=O)=O)CC1 |o1:35| rel-(3S)-3-(5-(((3S)-1-((2-(7-methyl-1-oxa-7-azaspiro[4.4]nonan-3-yl)quinolin-6-yl)methyl)pyrrolidin-3-yl)oxy)-1-oxoisoindolin-2-yl)piperidine-2,6-dione